8-tert-Butyl-12,12-dimethyl-18-oxa-2λ6-thia-3,9,11-triazatetracyclo[17.3.1.111,14.05,10]tetracosa-1(22),5,7,9,19(23),20-hexaene-2,2,4-trione C(C)(C)(C)C1=CC=C2C(NS(C3=CC=CC(OCCCC4CC(N(C2=N1)C4)(C)C)=C3)(=O)=O)=O